C1=C(C=CC2=CC=CC=C12)S(=O)(=O)[O-].C1(=CC=CC=C1)[NH3+] benzenaminium naphthalene-2-sulfonate